ClC1=CC(=C(C(=O)OC)C=C1NC(=O)C1=CN=C(S1)NC(=O)OC(C)(C)C)F methyl 4-chloro-2-fluoro-5-[[2-[(2-methylpropan-2-yl)oxycarbonylamino]-1,3-thiazole-5-carbonyl]amino]benzoate